OC1C(COC1)(C)N1CCC(CC1)C=1C=C2C=C(N=CC2=CC1C)NC(=O)C1CC12CCOCC2 N-(6-(1-(4-hydroxy-3-methyltetrahydrofuran-3-yl)piperidin-4-yl)-7-methylisoquinolin-3-yl)-6-oxaspiro[2.5]octane-1-carboxamide